4,4-dihydroxypiperidine hydrochloride Cl.OC1(CCNCC1)O